3-(ethoxymethoxy)-4-(4-(((1r,2r)-2-hydroxycyclohexyl)amino)-5,6,7,8-tetrahydrophthalazin-1-yl)benzonitrile C(C)OCOC=1C=C(C#N)C=CC1C1=NN=C(C=2CCCCC12)N[C@H]1[C@@H](CCCC1)O